3-(((4-(2-hydroxypropan-2-yl)thiazol-2-yl)methyl)amino)-2,3-dihydrothiophene 1,1-dioxide OC(C)(C)C=1N=C(SC1)CNC1CS(C=C1)(=O)=O